FC(C=1C=NC(=NC1)N1C[C@H](N([C@H](C1)C)C(=O)OC1CC2(CN(C2)CC2=CC=CC=C2)C1)C)F 2-benzyl-2-azaspiro[3.3]heptan-6-yl (2R,6S)-4-[5-(difluoromethyl)pyrimidin-2-yl]-2,6-dimethylpiperazine-1-carboxylate